7-ethyl-4,8-dimethyl-7,8-dihydropteridin-6(5H)-one C(C)C1C(NC=2C(=NC=NC2N1C)C)=O